C(C1=CC=CC=C1)OC1=CC=C2C(=CC=NC2=C1)OCC(=O)O ((7-(benzyloxy)quinolin-4-yl)oxy)acetic acid